butyl acrylate (acrylate) C(C=C)(=O)O.C(C=C)(=O)OCCCC